tetrahydro-furan-3-sulfonyl chloride O1CC(CC1)S(=O)(=O)Cl